butyl 2-(4-chloro-5-cyano-1H-pyrrolo[2,3-b]pyridin-1-yl)acetate ClC1=C2C(=NC=C1C#N)N(C=C2)CC(=O)OCCCC